COC1=C(C(=C(C(=C1OC)OC1OCCCC1)C)CCCCCCCCCC(F)(F)F)OC1OCCCC1 2,2'-((2,3-dimethoxy-5-methyl-6-(10,10,10-trifluorodecyl)-1,4-phenylene)bis(oxy))bis(tetrahydro-2H-pyran)